C[Si](CCOC(CC)=O)C dimethyl-(2-(propionyloxy)ethyl)silicon